NC(CNCC(COC1=C(C=CC=C1)C)O)C 1-((2-aminopropyl)amino)-3-(2-methylphenoxy)propan-2-ol